tert-butyl 7-(2,3-dihydro-1H-pyrrolo[2,3-b]pyridin-4-yl)-4,7-diazaspiro[2.5]octane-4-carboxylate N1CCC=2C1=NC=CC2N2CCN(C1(CC1)C2)C(=O)OC(C)(C)C